COC=1C=CC(=C(N)C1)C1=CC=NN1 5-Methoxy-2-(1H-pyrazol-5-yl)aniline